5-bromo-N-ethyl-N-(2,2,2-trifluoro-1-(4-fluorophenyl)ethyl)thiazole-2-sulfonamide BrC1=CN=C(S1)S(=O)(=O)N(C(C(F)(F)F)C1=CC=C(C=C1)F)CC